ClC1=CC(=C(C=C1OCC(C1=C(C=CC=C1)OC)=O)N1C(C=2CCCCC2C1=O)=O)F 2-(4-chloro-2-fluoro-5-(2-oxo-2-(2-methoxyphenyl)ethoxy)phenyl)-4,5,6,7-tetrahydro-1H-isoindole-1,3(2H)-dione